1-((1H-inden-1-yl)dimethylsilyl)-3-(pentan-2-yl)-1,5,6,7-tetrahydro-s-indacene C1(C=CC2=CC=CC=C12)[Si](C1C=C(C2=CC=3CCCC3C=C12)C(C)CCC)(C)C